2-(2,6-dioxo-3-piperidinyl)isoindolin-1,3-dione O=C1NC(CCC1N1C(C2=CC=CC=C2C1=O)=O)=O